2-(4-(1H-benzoimidazol-2-yl)phenoxymethyl)-3-fluoroallylamine trifluoroacetate FC(C(=O)O)(F)F.N1C(=NC2=C1C=CC=C2)C2=CC=C(OCC(CN)=CF)C=C2